C(C)C1=C(C=CC2=CC=CC=C12)C=C α-ethyl-2-vinylnaphthalene